(4-(trifluoromethoxy)phenyl)sulfonylchloride FC(OC1=CC=C(C=C1)S(=O)(=O)Cl)(F)F